methyl 7-([1,1'-biphenyl]-3-yloxy)-2-((tert-butoxycarbonyl)amino)-1,2,3,4-tetrahydronaphthalene-2-carboxylate C1(=CC(=CC=C1)OC1=CC=C2CCC(CC2=C1)(C(=O)OC)NC(=O)OC(C)(C)C)C1=CC=CC=C1